N-[5-fluoro-2-(3-methoxypropoxy)pyrimidin-4-yl]-5-[(4-fluoro-1-methylpiperidin-4-yl)carbonyl]-6,6-dimethyl-1,4,5,6-tetrahydropyrrolo[3,4-c]pyrazol-3-amine FC=1C(=NC(=NC1)OCCCOC)NC=1C2=C(NN1)C(N(C2)C(=O)C2(CCN(CC2)C)F)(C)C